2-(1-benzyl-1H-indol-5-yloxy)-pyrido[3,4-d]pyrimidin-4-ol C(C1=CC=CC=C1)N1C=CC2=CC(=CC=C12)OC=1N=C(C2=C(N1)C=NC=C2)O